C(=O)(O)C=1C=C(C=CC1O)C1=CC(=C(C=C1)N1C(N(C2=NC=CC=C21)[C@@H]2CN(CC2)CC=2C=C(C(=O)O)C=CN2)=O)O (S)-2-((3-(1-(3'-Carboxy-3,4'-dihydroxy-[1,1'-biphenyl]-4-yl)-2-oxo-1,2-dihydro-3H-imidazo[4,5-b]pyridin-3-yl)pyrrolidin-1-yl)methyl)isonicotinic Acid